5-(2-triethoxysilylethyl)-2-norbornene C(C)O[Si](CCC1C2C=CC(C1)C2)(OCC)OCC